BrC=1C=C(C=C(C1)N1[C@@H](CCC1)C)C(C)N 1-(3-bromo-5-[(R)-2-methylpyrrolidin-1-yl]phenyl)ethan-1-amine